NC[C@@H]1[C@H]([C@H]([C@@H](O1)N1C2=NC=NC(=C2N=C1)NC(C1=CC=CC=C1)=O)O[Si](C)(C)C(C)(C)C)O[Si](C)(C)C(C)(C)C N-(9-((2R,3R,4R,5R)-5-(aminomethyl)-3,4-di((tert-butyldimethylsilyl)oxy)tetrahydrofuran-2-yl)-9H-purin-6-yl)benzamide